benzyl 3-fluoro-5-methyl-4-oxo-piperidine-1-carboxylate FC1CN(CC(C1=O)C)C(=O)OCC1=CC=CC=C1